(R)-3-(trifluoromethyl)pyrrolidine ethyl-4-(3-bromo-2-methyl-phenoxy)cyclohexanecarboxylate C(C)OC(=O)C1CCC(CC1)OC1=C(C(=CC=C1)Br)C.FC([C@H]1CNCC1)(F)F